S1C=NC=C1C1=CC=C(C(=O)NC=2C=CC=C3C(=CC=NC23)C=2C=NN(C2)CC(F)(F)F)C=C1 4-(thiazol-5-yl)-N-(4-(1-(2,2,2-trifluoroethyl)-1H-pyrazol-4-yl)quinolin-8-yl)benzamide